N,N-dimethyl-2-[4-(4,4,5,5-tetramethyl-1,3,2-dioxaborolan-2-yl)pyrazol-1-yl]acetamide CN(C(CN1N=CC(=C1)B1OC(C(O1)(C)C)(C)C)=O)C